4-(chloromethyl)-5-cyclopropyl-3-(2,6-dichlorophenyl)-1,2-oxazole ClCC=1C(=NOC1C1CC1)C1=C(C=CC=C1Cl)Cl